COC(C)OCC(F)(F)F methoxy(2,2,2-Trifluoroethoxy)ethane